FC1=CC=C(C=C1)C=1[Se][C@H](CC(N1)=O)C1=CC=CC=C1 (R)-2-(4-Fluorophenyl)-6-phenyl-5,6-dihydro-4H-1,3-selenazin-4-one